S(=O)(=O)(O)CCCOC(C(=C)C)=O.[Si](C)(C)(C(C)(C)C)ON1CCC1 (tert-butyldimethylsilyloxy)azetidine 3-sulfopropyl-methacrylate